CN1CC2(C1)CC(C2)NC(CN2N=C(N1C(C2=O)=CC2=C1SC=C2)C(C)C)=O N-(2-methyl-2-azaspiro[3.3]heptan-6-yl)-2-(8-isopropyl-5-oxothieno[3',2':4,5]pyrrolo[1,2-d][1,2,4]triazin-6(5H)-yl)acetamide